COC1=C(C=CC(=C1)C1=NC=CC=C1)CN (2-methoxy-4-(pyridin-2-yl)phenyl)methanamine